N-[[5-[5-(difluoromethyl)-1,3,4-oxadiazol-2-yl]thiazol-2-yl]methyl]-N-[3-(2-trimethylsilylethoxymethyl)imidazol-4-yl]ethanesulfonamide FC(C1=NN=C(O1)C1=CN=C(S1)CN(S(=O)(=O)CC)C=1N(C=NC1)COCC[Si](C)(C)C)F